N-(4-((isopropyl(methyl)amino)methyl)phenyl)-2-methyl-3-oxo-3,4-dihydro-2H-benzo[b][1,4]thiazine-6-carboxamide C(C)(C)N(C)CC1=CC=C(C=C1)NC(=O)C1=CC2=C(SC(C(N2)=O)C)C=C1